FC1(CCN(CC1)CCCCCCCCNC=1C=C(C=CC1)N1C(NC(CC1)=O)=O)F 1-(3-((8-(4,4-difluoropiperidin-1-yl)octyl)amino)phenyl)dihydropyrimidine-2,4(1H,3H)-dione